Cl.NCC(C1=CC(=C(C=C1)Cl)Cl)NS(=O)(=O)C1=CC=C(C=C1)OC(F)(F)F N-(2-amino-1-(3,4-dichlorophenyl)ethyl)-4-(trifluoromethoxy)benzenesulfonamide hydrochloride